N1C=C(C2=CC=CC=C12)C1N(CCC2=CC(=CC=C12)C1=CC=NC=C1)C(=O)N (1H-indol-3-yl)-6-(pyridin-4-yl)-3,4-dihydroisoquinoline-2(1H)-carboxamide